3-chloro-6-[5-fluoro-2-(methoxymethoxy)-4-(6-methoxypyridazin-4-yl)phenyl]pyridazine ClC=1N=NC(=CC1)C1=C(C=C(C(=C1)F)C1=CN=NC(=C1)OC)OCOC